(7aS)-7a-methyl-3-((methylsulfonyl)methyl)-5,6,7,7a-tetrahydroisobenzofuran-1(3H)-one C[C@@]12CCCC=C2C(OC1=O)CS(=O)(=O)C